(1R,4R)-4-((5-amino-8-(tetrahydrofuran-3-yl)pyrido[4,3-d]pyrimidin-2-yl)amino)cyclohexan-1-ol NC1=NC=C(C=2N=C(N=CC21)NC2CCC(CC2)O)C2COCC2